(S)-3-(4-fluoro-2',6'-dimethylbiphenyl-3-yl)-3-(3-(4-hydroxy-1-methyl-2-oxo-1,2-dihydropyridin-3-yl)ureido)propanoic acid ethyl ester C(C)OC(C[C@H](NC(=O)NC=1C(N(C=CC1O)C)=O)C=1C=C(C=CC1F)C1=C(C=CC=C1C)C)=O